3-methoxy-2-(3-(2-oxoethyl)phenyl)propanoic acid COCC(C(=O)O)C1=CC(=CC=C1)CC=O